tert-Butyl rac-(4aR,8aS)-6-[3-[[2-fluoro-4-(trifluoromethyl)phenyl]methoxy]azetidine-1-carbonyl]-3-oxo-4,4a,5,7,8,8a-hexahydro-2H-pyrido[3,4-b]pyrazine-1-carboxylate FC1=C(C=CC(=C1)C(F)(F)F)COC1CN(C1)C(=O)N1C[C@H]2NC(CN([C@H]2CC1)C(=O)OC(C)(C)C)=O |r|